7-(4-bromodibenzofuran-1-yl)benzo[c]carbazole BrC1=CC=C(C2=C1OC1=C2C=CC=C1)N1C=2C=CC=CC2C=2C3=C(C=CC12)C=CC=C3